C=C1C=CC(C=C1)=C1C=CC(C=C1)=C 4,4'-Dimethandiylbiphenyl